1-(1-(Cyclohexyl)-4-(4-methylphenyl)-1H-imidazol-5-yl)pyrimidin-2-amine C1(CCCCC1)N1C=NC(=C1N1C(N=CC=C1)N)C1=CC=C(C=C1)C